tert-butyl (S)-3-((R)-4-benzyl-2-oxooxazolidin-3-yl)-2-(4-chlorophenyl)-3-oxopropyl(cyclopropylmethyl)carbamate C(C1=CC=CC=C1)[C@H]1N(C(OC1)=O)C([C@H](CN(C(OC(C)(C)C)=O)CC1CC1)C1=CC=C(C=C1)Cl)=O